C(C)OC(CN1CCC(CC1)OCC1CCN(CC1)C1=CC=C(C=C1)N)=O 2-(4-((1-(4-aminophenyl)piperidin-4-yl)methoxy)piperidin-1-yl)acetic acid ethyl ester